ClC1=C(CN2C(N(N=C2CC2CCCCC2)C)=O)C=C(C=C1)C1=NC=C(C=N1)F 4-(2-chloro-5-(5-fluoropyrimidin-2-yl)benzyl)-5-(cyclohexylmethyl)-2-methyl-2,4-dihydro-3H-1,2,4-triazol-3-one